2-(4-methoxyphenyl)-N-[[2-(1-piperidyl)-4-pyridyl]methyl]-ethanamine COC1=CC=C(C=C1)CCNCC1=CC(=NC=C1)N1CCCCC1